C1(C2=C(C(N1)=O)SC1=C(C(NC1=O)=O)S2)=O [1,4]dithiino[2,3-c:5,6-c']dipyrrole-1,3,5,7(2H,6H)-tetron